4-(8-oxa-3-azabicyclo[3.2.1]oct-3-yl)-3-methylaniline C12CN(CC(CC1)O2)C2=C(C=C(N)C=C2)C